3-(5-(trifluoromethyl)pyrimidin-2-yl)-3,6-diazabicyclo[3.1.1]heptane FC(C=1C=NC(=NC1)N1CC2NC(C1)C2)(F)F